2-[2-{N-hydroxyethyl-N-methylamino}ethoxy]-4,6-bis(trichloromethyl)s-triazine OCCN(C)CCOC1=NC(=NC(=N1)C(Cl)(Cl)Cl)C(Cl)(Cl)Cl